C(C)[C@@H]1N(C[C@H](N(C1)C(C)C1=C(C=C(C=C1)C(F)(F)F)N1CCOCC1)CC)C=1C2=C(N(C(N1)=O)C)C=CC(=N2)C#N 4-((2S,5R)-2,5-diethyl-4-(1-(2-morpholino-4-(trifluoromethyl)phenyl)ethyl)piperazin-1-yl)-1-methyl-2-oxo-1,2-dihydropyrido[3,2-d]pyrimidine-6-carbonitrile